4-(3-(1-(cyclopropanecarbonyl)piperazine-4-carbonyl)-4-fluorobenzyl)phthalazin-1(2H)-one C1(CC1)C(=O)N1CCN(CC1)C(=O)C=1C=C(CC2=NNC(C3=CC=CC=C23)=O)C=CC1F